O1C=CC2=C1C=CC(=C2)C(=O)N2CCNCC2 benzofuran-5-yl(piperazin-1-yl)methanone